methyl (R)-3-(2-aminopropyl)-1H-indole-6-carboxylate, hydrochloride Cl.N[C@@H](CC1=CNC2=CC(=CC=C12)C(=O)OC)C